Isopropyl (R,E)-3-(2-((5-(3-aminophenyl)-3-((trimethylsilyl)oxy)pent-4-en-1-yl)oxy)phenyl)propanoate NC=1C=C(C=CC1)/C=C/[C@@H](CCOC1=C(C=CC=C1)CCC(=O)OC(C)C)O[Si](C)(C)C